FC(C1=NN=C(O1)C1=CC=C2CN(C(C2=C1)=O)N(CC1=C(C=CC=C1)OC1=NC=CN=C1)C)F 6-[5-(difluoromethyl)-1,3,4-oxadiazol-2-yl]-2-[methyl({2-[(pyrazin-2-yl)oxy]phenyl}methyl)amino]-2,3-dihydro-1H-isoindol-1-one